NC=1C=C(C=CC1OC1=CC(=CC=C1)C(F)(F)F)S(=O)(=O)NC 3-amino-N-methyl-4-(3-(trifluoromethyl)phenoxy)benzenesulfonamide